C(#N)C1=CC(=C(COC2=C(C=CC(=N2)N2CCC3(CC3C3=NC4=C(N3C[C@H]3OCC3)C=CC=C4)CC2)F)C=C1)F 2-(6-{6-((4-Cyano-2-fluorobenzyl)oxy)-5-fluoropyridin-2-yl}-6-azaspiro[2.5]oct-1-yl)-1-[(2S)-oxetan-2-ylmethyl]-1H-benzimidazol